1,4-diformyl-piperazine butyl-(S)-tetrahydropyridazine-1,2,3-tricarboxylate C(CCC)OC(=O)N1N([C@@H](CCC1)C(=O)O)C(=O)O.C(=O)N1CCN(CC1)C=O